(4-(9H-purin-6-yl)-3,4-dihydro-2H-1,4-thiazin-6-yl)(3,4,6,7-tetrahydro-5H-imidazo[4,5-c]pyridin-5-yl)methanone N1=CN=C2NC=NC2=C1N1CCSC(=C1)C(=O)N1CC2=C(CC1)N=CN2